BrC1=C(C=CC=C1)[C@H](CC(=O)N(CC=1OC=CC1C)C)N1C(=NC2=C1C=CC=C2)C2=CC=NC=C2 (S)-3-(2-bromophenyl)-N-methyl-N-((3-methylfuran-2-yl)methyl)-3-(2-(pyridin-4-yl)-1H-benzo[d]imidazol-1-yl)propanamide